CC1=C(SC(=C1)C1=NO[C@@](C1)(C(F)(F)F)C1=C(C(=CC(=C1)C(F)(F)F)Cl)F)C(=O)O |r| 3-methyl-5-[rac-(5R)-5-[3-chloro-2-fluoro-5-(trifluoromethyl)phenyl]-5-(trifluoromethyl)-4H-isoxazol-3-yl]thiophene-2-carboxylic acid